F[C@@H]1[C@H](C1)C1=NC(=NO1)C=1C=CC(=C(C1)NC(=O)C1=CN=C2C=C3CO[C@@H](C3=CN12)C)C |o1:26| (4R*)-N-[5-[5-[(1R,2S)-2-fluorocyclopropyl]-1,2,4-oxadiazol-3-yl]-2-methyl-phenyl]-4-methyl-5-oxa-1,10-diazatricyclo[7.3.0.03,7]dodeca-2,7,9,11-tetraene-12-carboxamide